COC(=O)C1CCCC2=CC=CC=C12 1-(methoxycarbonyl)-1,2,3,4-tetrahydronaphthalene